2-(2-((5-(3-(aminomethyl)phenyl)-1-phenyl-1H-indazol-3-yl)methoxy)phenyl)acetic acid NCC=1C=C(C=CC1)C=1C=C2C(=NN(C2=CC1)C1=CC=CC=C1)COC1=C(C=CC=C1)CC(=O)O